3-(1,2,3,5,6,7-hexahydro-s-indacen-4-yl)-1-[(1-methyl-1H-pyrazol-4-yl)(1-methylpiperidin-3-yl)sulfamoyl]urea Sodium Salt [Na].C1CCC2=C(C=3CCCC3C=C12)NC(NS(N(C1CN(CCC1)C)C=1C=NN(C1)C)(=O)=O)=O